3,5-dichloropicolinic acid ClC=1C(=NC=C(C1)Cl)C(=O)O